C1(CC1)N1N=C2C(N(C(N([C@H]2C)C2CCN(CC2)C=2C(=NC=CC2C)OC)=O)CC2=C(C=CC=C2)C(F)(F)F)=C1 (S)-2-Cyclopropyl-6-(2'-methoxy-4'-methyl-3,4,5,6-tetrahydro-2H-[1,3']bipyridinyl-4-yl)-7-methyl-4-(2-trifluoromethyl-benzyl)-2,4,6,7-tetrahydro-pyrazolo[4,3-d]pyrimidin-5-on